FC(C=1C(=CN(C(C1)=O)C)C(=O)NC1=C(C=C(C(=C1)C=1C=NC(=CC1)N1C[C@H](O[C@H](C1)C)C)F)N1C[C@@H](N(CC1)C)C)F 4-(difluoromethyl)-N-[4-fluoro-5-[6-[(2R,6S)-2,6-dimethylmorpholin-4-yl]pyridin-3-yl]-2-[(3S)-3,4-dimethylpiperazin-1-yl]phenyl]-1-methyl-6-oxopyridine-3-carboxamide